methyl-pentanol phenylsulfonyl-4,5-dihydro-1H-pyrrolo[2,3-c]pyridine-6(7H)-carboxylate C1(=CC=CC=C1)S(=O)(=O)N1C=CC2=C1CN(CC2)C(=O)OC(CCCC)C